8-chloro-5-(dimethylcarbamoyl)-5,6-dihydro-4H-benzo[f][1,2,4]triazolo[4,3-a][1,4]diazepin ClC=1C=CC2=C(CN(CC=3N2C=NN3)C(N(C)C)=O)C1